NCCCCCNCCCCCCN (5-amino-pentyl)(6-amino-hexyl)amine